furo[3,2-c]isothiazole N=1SC=C2C1C=CO2